ammonium phosphorothioate ammonium salt [NH4+].P([O-])([O-])(O)=S.[NH4+]